[Cl-].C(CCCCCCCCCC)[NH+]1C(CCCC1)CC 1-Undecyl-2-ethylpiperidinium chlorid